BrC1=CC(=C(OC=2C=CC(=C(C2)S(=O)(=O)NC2(CC2)C(=O)NC2CC2)OCC2=CC=C(C=C2)OC)C(=C1)Cl)Cl 1-[[5-(4-bromo-2,6-dichloro-phenoxy)-2-[(4-methoxyphenyl)methoxy]phenyl]sulfonylamino]-N-cyclopropyl-cyclopropanecarboxamide